p-ethoxybenzamide CCOC1=CC=C(C=C1)C(=O)N